4-(trifluoro(4-(trifluoromethyl)phenyl)methyl)piperidine hydrochloride Cl.FC=1C(=C(C(=C(C1)CC1CCNCC1)F)F)C(F)(F)F